[Br-].C(C1=CC=CC=C1)N1C=[N+](C=C1)CCCCCCCCCCCCCCCC 1-Benzyl-3-hexadecyl-imidazolium bromide